ClC1=C(C=CC=C1)C1=CC(OC2=CC(=CC=C12)OC(C(=O)N1CC(CCC1)CC(=O)O)C)=O 2-[1-[2-[4-(2-chlorophenyl)-2-oxo-chromen-7-yl]oxypropanoyl]-3-piperidyl]acetic acid